N1[C@@H](CCC1)C(=O)O l-proline